2-hydroxyethyl-butenoic acid OCCC(C(=O)O)=CC